C(C)(C)(C)OC(C(CCCC)NC([C@H](CCCCNC(=O)OC(C)(C)C)NC(CCOCCOCCOCCN)=O)=O)=O 2-[(S)-2-(3-{2-[2-(2-amino-ethoxy)-ethoxy]-ethoxy}-propionylamino)-6-tert-butoxycarbonylamino-hexanoylamino]-hexanoic acid tert-butyl ester